2-[(2,4-difluorophenyl)formamido]-N-({imidazo[1,2-a]pyridin-2-yl}methyl)acetamide FC1=C(C=CC(=C1)F)C(=O)NCC(=O)NCC=1N=C2N(C=CC=C2)C1